C(C)(C)C1=C(NC2=C1N=C(S2)N2[C@@H](CN(CC2)CCS(=O)(=O)C)C)C=2C=C(C=1N(C2)N=CN1)C (R)-6-isopropyl-2-(2-methyl-4-(2-(methylsulfonyl)ethyl)piperazin-1-yl)-5-(8-methyl-[1,2,4]triazolo[1,5-a]pyridin-6-yl)-4H-pyrrolo[3,2-d]thiazol